(S)-N-[(1E)-1-(4-Amino-3-nitrophenyl)ethylidene]-2-methylpropane-2-sulfinamide NC1=C(C=C(C=C1)\C(\C)=N\[S@@](=O)C(C)(C)C)[N+](=O)[O-]